[Co].[Ni].[Mo] molybdenum nickel cobalt salt